racemic-N-(1-(6,7-difluoro-1-oxo-1,2-dihydroisoquinolin-4-yl)ethyl)-N-methyl-1H-indole-3-carboxamide FC=1C=C2C(=CNC(C2=CC1F)=O)[C@@H](C)N(C(=O)C1=CNC2=CC=CC=C12)C |r|